2,3-dihydro-1H-isoindol-1-carboxamid C1(NCC2=CC=CC=C12)C(=O)N